2-propenyl α-D-mannopyranoside O([C@@H]1[C@@H](O)[C@@H](O)[C@H](O)[C@H](O1)CO)CC=C